C(C)OC(NC1=C(C=C(C=C1)CNC1=CC(=CC=C1)F)Cl)=O {2-Chloro-4-[(3-fluorophenylamino)methyl]phenyl}carbamic acid ethyl ester